N1C(=NC2=C1C=CC=C2)C2=CC(=NN2C)NC(C2=CC=C(C=C2)N2CCN(CC2)CCO)=O N-[5-(1H-benzimidazol-2-yl)-1-methyl-pyrazol-3-yl]-4-[4-(2-hydroxyethyl)piperazin-1-yl]benzamide